3-xylylene mercaptan C1(=CC(=CC=C1)CS)CS